methyl 4-amino-1H-imidazole-5-carboxylate NC=1N=CNC1C(=O)OC